CCCCCCCCCCC(CCCCCCC)[NH3+] 11-Octadecanaminium